NC1=NC=C(C(=N1)N[C@@H]1CC[C@@H](CC1)O)C1=CCN(CC1)C(=O)OC(C)(C)C tert-butyl 4-(2-amino-4-((cis-4-hydroxycyclohexyl)amino)pyrimidin-5-yl)-5,6-dihydropyridine-1(2H)-carboxylate